ClC1=CC=CC=2NC(=NC21)C=2C=C(C=NC2)C2=CC(=NC=C2)C#N 5-(4-chloro-1H-1,3-benzodiazol-2-yl)-[3,4'-bipyridine]-2'-carbonitrile